N(N=C1SC2=C(N1CC)C=CC=C2)=C2SC1=C(N2CC)C=CC=C1 2,2'-azinodi(3-ethylbenzothiazoline)